1,3λ2-oxazinan-5-one O1C[N]CC(C1)=O